2-((5-phenyl-1,3,4-thiadiazol-2-yl)methyl)oxazole-4-carboxylic acid C1(=CC=CC=C1)C1=NN=C(S1)CC=1OC=C(N1)C(=O)O